N1N2C(=CC1)CC=C2 dihydro-4H-pyrrolo[1,2-b]pyrazol